C(C)[BH-](CC)CC.[Li+] lithium triethyl-borohydride